[Ni].[Na].C1(=CC=CC=C1)S(=O)(=O)O benzenesulfonic acid sodium-nickel